C(CCC)C=1N(C2=C(C(=NC=3C=CC=CC23)N)N1)CC1=CC=C(C=C1)CNCCCCCC 2-butyl-1-(4-((hexylamino)methyl)benzyl)-1H-imidazo[4,5-c]quinolin-4-amine